FC=1C=C(C=CC1OCCN1CCN(CC1)C)CCN 2-(3-fluoro-4-(2-(4-methylpiperazin-1-yl)ethoxy)phenyl)ethylamine